6-(((5-(tert-butyl)benzo[d]oxazol-2-yl)methyl)thio)-1-(tetrahydro-2H-pyran-4-yl)-1,5-dihydro-4H-pyrazolo[3,4-d]pyrimidin-4-one C(C)(C)(C)C=1C=CC2=C(N=C(O2)CSC=2NC(C3=C(N2)N(N=C3)C3CCOCC3)=O)C1